FC1=C(C=C(C=C1)F)C1=C(C=NN1C1CC2(CN(C2)C(=O)C2=C(C=CC(=C2)O)F)C1)C {6-[5-(2,5-difluorophenyl)-4-methyl-1-pyrazolyl]-2-aza-2-spiro[3.3]heptyl}(2-fluoro-5-hydroxyphenyl)methanone